tosylurea S(=O)(=O)(C1=CC=C(C)C=C1)NC(=O)N